rel-(S)-1-(4-(4-((4-([1,2,4]triazolo[1,5-a]pyridin-7-yloxy)-2-fluoro-3-methylphenyl)amino)pyrido[3,2-d]pyrimidin-6-yl)azepan-1-yl)prop-2-en-1-one N=1C=NN2C1C=C(C=C2)OC2=C(C(=C(C=C2)NC=2C1=C(N=CN2)C=CC(=N1)[C@@H]1CCN(CCC1)C(C=C)=O)F)C |o1:27|